(1S,5S)-N-(7-ethoxy-4-(3-(4-fluorophenyl)-1-methyl-1H-pyrazol-4-yl)pyrido[3,2-d]pyrimidin-6-yl)-3-methyl-3-azabicyclo[3.1.0]hexane-1-carboxamide C(C)OC1=CC=2N=CN=C(C2N=C1NC(=O)[C@@]12CN(C[C@H]2C1)C)C=1C(=NN(C1)C)C1=CC=C(C=C1)F